(2S)-1-(hexyloxy)-3-[(11Z,14Z)-eicosane-11,14-dien-1-yloxy]-N,N-dimethylpropan-2-amine C(CCCCC)OC[C@@H](COCCCCCCCCCC\C=C/C\C=C/CCCCC)N(C)C